2-(2-chloro-5-(2-hydroxy-prop-2-yl)-8-oxothieno[2',3':4,5]Pyrrolo[1,2-d][1,2,4]Triazin-7(8H)-yl)acetic acid ClC1=CC2=C(C=C3N2C(=NN(C3=O)CC(=O)O)C(C)(C)O)S1